tert-butyl 6,6-dibromo-1-methyl-3-azabicyclo[3.1.0]hexane-3-carboxylate BrC1(C2CN(CC12C)C(=O)OC(C)(C)C)Br